C1(CCCC1)N1C2=NC(=NC=C2N=C1NC1=CC=CC=C1)NC1=CC=C(C=C1)N1CCN(CC1)CC1=CC=C(C=C1)C1C(NC(CC1)=O)=O 3-(4-((4-(4-((9-cyclopentyl-8-(phenylamino)-9H-purin-2-yl)amino)phenyl)piperazin-1-yl)methyl)phenyl)piperidine-2,6-dione